C[C@@H]1N[C@H](CC2=C(C1)C(C1=CC=CC=C1C2=O)=O)C trans-2,4-dimethyl-2,3,4,5-tetrahydro-1H-naphtho[2,3-d]azepine-6,11-dione